NC=1C(=NC(=CC1)C=1C=CC2=C(C=3CN(C(C3C=C2)=O)CC(=C)C(N)=O)C1)C(=O)NCC 3-amino-6-[2-(2-carbamoyl-2-methylideneethyl)-3-oxo-1H,2H,3H-benzo[e]isoindol-8-yl]-N-ethylpyridine-2-carboxamide